P(=O)(O)(O)CO[C@@H](CN1C2=NC=NC(=C2N=C1)N)C (R)-9-[2-(phosphonomethoxy)-propyl]adenine